O=C1NC(CCC1N1C(N(C2=C1C=CC(=C2F)N2CCN(CC2)CC2CCC(CC2)NC(OC(C)(C)C)=O)C)=O)=O tert-butyl N-[4-[[4-[1-(2,6-dioxo-3-piperidyl)-4-fluoro-3-methyl-2-oxo-benzimidazol-5-yl]piperazin-1-yl]methyl]cyclohexyl]carbamate